(R)-1-(1-(1-((1-(4-(1-(3-Amino-6-(2-hydroxyphenyl)pyridazin-4-yl)piperidin-3-yl)-3-methylbenzoyl)piperidin-4-yl)methyl)piperidin-4-yl)-4-methyl-1H-indol-5-yl)dihydropyrimidine NC=1N=NC(=CC1N1C[C@H](CCC1)C1=C(C=C(C(=O)N2CCC(CC2)CN2CCC(CC2)N2C=CC3=C(C(=CC=C23)N2CNCC=C2)C)C=C1)C)C1=C(C=CC=C1)O